1-(2,2-difluoroethyl)-3-methyl-5-(2-(2-methyl-6-(trifluoromethyl)pyrimidin-4-yl)-2,6-diazaspiro[3.4]octan-6-yl)-1,3-dihydro-2H-imidazo[4,5-b]pyrazin-2-one FC(CN1C(N(C=2C1=NC=C(N2)N2CC1(CN(C1)C1=NC(=NC(=C1)C(F)(F)F)C)CC2)C)=O)F